N-cyclopropyl-N-[[4-[5-(trifluoromethyl)-1,2,4-oxadiazol-3-yl]phenyl]methyl]cyclopropanesulfonamide C1(CC1)N(S(=O)(=O)C1CC1)CC1=CC=C(C=C1)C1=NOC(=N1)C(F)(F)F